C1=C(C=CC2=CC=CC=C12)\C=[N+](\C1=CC=CC=C1)/[O-] (Z)-1-(naphthalen-2-yl)-N-phenylmethanimine oxide